C1(CCCCC1)C(C(=O)NC=1C=CC=C2C(=CNC12)C=1C=NNC1)N1CCN(CC1)C 2-cyclohexyl-2-(4-methylpiperazin-1-yl)-N-[3-(1H-pyrazol-4-yl)-1H-indol-7-yl]acetamide